C(C)(C)(C)NS(=O)(=O)C1=CC(=CC=C1)C(=O)N1CC2(C3=CC(=CC=C13)NS(=O)(=O)CC)CCC(CC2)C(F)F N-(tert-butyl)-3-(4-(difluoromethyl)-5'-(ethylsulfonamido)spiro[cyclohexane-1,3'-indoline]-1'-carbonyl)benzenesulfonamide